CC1C(OC(C1)=O)=O 3-Methyl-dihydrofuran-2,5-dion